tert-butyl-3-[3-acetyl-5-[(4-methoxyphenyl)methoxymethyl]phenyl]-3-fluoro-azetidine-1-carboxylate C(C)(C)(C)OC(=O)N1CC(C1)(F)C1=CC(=CC(=C1)COCC1=CC=C(C=C1)OC)C(C)=O